CN1N=CC=2C1=NC(=CC2N2C[C@H]([C@H](CC2)C=2C=NC(=CC2C)N2CCNCC2)C)C 1,6-dimethyl-4-[cis-3-methyl-4-(4-methyl-6-piperazin-1-yl-3-pyridyl)-1-piperidyl]pyrazolo[3,4-b]pyridine